COC1=CC=C(C=C1)C=1C=C(C=C2C=CC(OC12)(C)C)C=CC(=O)NC1=CC=C(C=C1)O 3-[8-(4-methoxyphenyl)-2,2-dimethyl-2H-chromen-6-yl]-N-(4-hydroxyphenyl)acrylamide